C(C)[C@H]1CN(CCN1)C(C(C)(C)NC(OC(C)(C)C)=O)=O (S)-tert-butyl (1-(3-ethylpiperazin-1-yl)-2-methyl-1-oxopropan-2-yl)carbamate